OC(C(C)C)=O Hydroxy-2-methylpropan-1-one